N-vinyl-isobutyl-amide C(=C)[N-]CC(C)C